BrC1=CC=CC=2N1N=C(N2)N 5-bromo-[1,2,4]triazolo[1,5-a]pyridin-2-amine